2,2'-((disulfanediylbis(ethane-2,1-diyl))bis(piperidine-1,4-diyl))bis(ethan-1-ol) S(SCCN1CCC(CC1)CCO)CCN1CCC(CC1)CCO